(E)-5-(t-butoxy)-2-pentene C(C)(C)(C)OCC/C=C/C